(3-(5-benzyl-4H-1,2,4-triazol-3-yl)phenyl)(1H-indol-5-yl)methanol C(C1=CC=CC=C1)C=1NC(=NN1)C=1C=C(C=CC1)C(O)C=1C=C2C=CNC2=CC1